NC1=C(C=CC(=C1F)NCC1=CC=C(C=C1)C(F)(F)F)NC(CCCC[C@H](CF)F)=O (6R)-N-(2-Amino-3-fluoro-4-((4-(trifluoromethyl)benzyl)amino)phenyl)-6,7-difluoroheptanamid